2-chloro-9-phenyl-phenanthroline ClC1=NC2=C3N=C(C=CC3=CC=C2C=C1)C1=CC=CC=C1